C1(=CC=CC=C1)CSC1=NC=C(C=C1)Br 2-(phenylmethylsulfanyl)-5-bromopyridine